1,3,6,8-tetra-(4-methoxyphenyl)-2,7-dibenzyloxy-pyrene COC1=CC=C(C=C1)C1=C(C(=C2C=CC3=C(C(=C(C4=CC=C1C2=C34)C3=CC=C(C=C3)OC)OCC3=CC=CC=C3)C3=CC=C(C=C3)OC)C3=CC=C(C=C3)OC)OCC3=CC=CC=C3